3-oxo-4-(1-((2-(trimethylsilyl)ethoxy)methyl)-1H-benzo[d]Imidazol-4-yl)piperazine-1-carboxylic acid tert-butyl ester C(C)(C)(C)OC(=O)N1CC(N(CC1)C1=CC=CC=2N(C=NC21)COCC[Si](C)(C)C)=O